C([C@@H](O)CC(=O)O)(=O)O L-Malic Acid